CN1N=CC(=C1)C1=CC=2C(=NC=C(C2)C(=O)NC=2C(=NC=C(C2)NC(CN2[C@H](CCC2)C2=NC=CC=C2)=O)C)N1 (R)-2-(1-methyl-1H-pyrazol-4-yl)-N-(2-methyl-5-(2-(2-(pyridin-2-yl)pyrrolidin-1-yl)acetamido)pyridin-3-yl)-1H-pyrrolo[2,3-b]pyridine-5-carboxamide